1,2-dihydro-1,3-dipropyl-4,6-dimethyl-2-oxo-pyrimidinium C(CC)[NH+]1C(N(C(C=C1C)C)CCC)=O